COC(C1=C(C(=C(C=C1F)C1=NC(=CC(=C1C(F)(F)F)C)N(CC1=CC=C(C=C1)OC)CC1=CC=C(C=C1)OC)F)N)=O 2-amino-4-(6-(bis(4-methoxybenzyl)amino)-4-methyl-3-(trifluoromethyl)pyridin-2-yl)-3,6-difluorobenzoic acid methyl ester